3-[4-[3-(4-pyridyl)-1H-pyrazol-4-yl]phenyl]benzenesulfonamide N1=CC=C(C=C1)C1=NNC=C1C1=CC=C(C=C1)C=1C=C(C=CC1)S(=O)(=O)N